8-[(1R)-1-[2-(2-Hydroxyacetyl)anilino]ethyl]-3,6-dimethyl-2-phenyl-chromen-4-one OCC(=O)C1=C(N[C@H](C)C=2C=C(C=C3C(C(=C(OC23)C2=CC=CC=C2)C)=O)C)C=CC=C1